N-(4-(2-aminopyrimidin-4-yl)phenyl)-2-fluoro-3-(trifluoromethyl)benzamide NC1=NC=CC(=N1)C1=CC=C(C=C1)NC(C1=C(C(=CC=C1)C(F)(F)F)F)=O